6'-bromo-3-((tetrahydro-2H-pyran-2-yl)oxy)spiro[cyclobutane-1,3'-indolin]-2'-one BrC1=CC=C2C3(C(NC2=C1)=O)CC(C3)OC3OCCCC3